COC(CC(CC(=O)OC)CC(=O)OC)=O 3-(methoxycarbonylmethyl)glutaric acid dimethylester